2-chloro-9,10-bis(ethoxycarbonyloctyloxy)anthracene ClC1=CC2=C(C3=CC=CC=C3C(=C2C=C1)OCCCCCCCCC(=O)OCC)OCCCCCCCCC(=O)OCC